O=C1NC2=CC=CC=C2[C@@H](C1)C(=O)O |r| Racemic-(R)-2-oxo-1,2,3,4-tetrahydroquinoline-4-carboxylic acid